ClC=1C(=C(CC(C(=O)N)NCCCF)C=CC1)F (3-chloro-2-fluorobenzyl)-2-((3-fluoropropyl)amino)acetamide